C(CCCCCCCCCCCCCCCCC)(=O)C(C(C(O)C(CCCCCCCCCCCCCCCCC)=O)O)O Distearoylglycerin